4,10-Ditosyl-7,16,21-trioxa-1,4,10,13-tetraazabicyclo[11.5.5]tricosane S(=O)(=O)(C1=CC=C(C)C=C1)N1CCN2CCOCCN(CCN(CCOCC1)S(=O)(=O)C1=CC=C(C)C=C1)CCOCC2